3-[chloro(diisopropylamino)phosphanyl]oxypropanenitrile ClP(OCCC#N)N(C(C)C)C(C)C